methyl 3-((tert-butoxycarbonyl)amino)-2-((3-nitropyridin-2-yl)oxy)propanoate C(C)(C)(C)OC(=O)NCC(C(=O)OC)OC1=NC=CC=C1[N+](=O)[O-]